(S)-2-bromo-4-(2-((tert-butyldimethylsilyl)oxy)propoxy)-3-fluorobenzonitrile BrC1=C(C#N)C=CC(=C1F)OC[C@H](C)O[Si](C)(C)C(C)(C)C